(7-bromo-6-fluoro-8-methyl-4-(methylsulfinyl)-1H-[1,2,3]triazolo[4,5-c]quinolin-1-yl)piperidine-1-carboxylic acid tert-butyl ester C(C)(C)(C)OC(=O)N1C(CCCC1)N1N=NC=2C(=NC=3C(=C(C(=CC3C21)C)Br)F)S(=O)C